2-(4-((4-(3-(6-cyano-5-(trifluoromethyl)pyridin-3-yl)-5,5-dimethyl-4-oxo-2-thioxoimidazolidin-1-yl)phenoxy)methyl)piperidin-1-yl)-N-(3-(2,6-dioxopiperidin-3-ylamino)phenyl)acetamide C(#N)C1=C(C=C(C=N1)N1C(N(C(C1=O)(C)C)C1=CC=C(OCC2CCN(CC2)CC(=O)NC2=CC(=CC=C2)NC2C(NC(CC2)=O)=O)C=C1)=S)C(F)(F)F